C1(=CC=CC=C1)CC1=C(N)C(=CC=C1)CC1=CC=CC=C1 2,6-diphenylmethylaniline